N1(CCCCCC1)CCOC=1C=C(C=CC1)B(O)O (3-[2-(AZEPAN-1-YL)ETHOXY]PHENYL)BORANEDIOL